C(CCCCCCCCCCCCCCCCC)C=1C(=C(C(=C(C1)C1=CC=C(C=C1)P(O)O)CCCCCCCCCCCCCCCCCC)CCCCCCCCCCCCCCCCCC)P(O)O.C(CCCCCCCCCCCCCCCCC)[C@@](C(O)(CCCCCCCCCCCCCCCCCC)CCCCCCCCCCCCCCCCCC)(O)[C@@H](O)[C@H](O)[C@H](O)CO tristearyl-sorbitol tristearyl-4,4'-biphenyldiphosphonite